[N-](S(=O)(=O)C(F)(F)F)S(=O)(=O)C(F)(F)F.C(CCC)N1C=NC=C1 N-butylimidazole bis(trifluoromethanesulfonyl)imide salt